ClS(=O)(=O)O/C(/C(=O)O)=C\C(=O)O ((chlorosulfonyl)oxy)fumaric acid